ClC=1C=C(C=C(C1CC1=CC(=C(C=C1)O)C(C)C)Cl)C(C(=O)O)CC(=O)O 2-(3,5-dichloro-4-(4-hydroxy-3-isopropylbenzyl)phenyl)succinic acid